C(C1=CC=CC=C1)OC=1C=C(C=CC1)[C@H]1NOCC1 (S)-3-(3-(benzyloxy)phenyl)isoxazolidine